2,3-bis(trifluoromethyl)benzyl alcohol FC(C1=C(CO)C=CC=C1C(F)(F)F)(F)F